(S,E)-4-(2-(3-(3-Chloro-2-fluoro-6-(1H-tetrazol-1-yl)phenyl)acrylamido)-3-(4-(4-Methyl-2-oxopiperazin-1-yl)phenyl)propionamido)benzoic acid ClC=1C(=C(C(=CC1)N1N=NN=C1)/C=C/C(=O)N[C@H](C(=O)NC1=CC=C(C(=O)O)C=C1)CC1=CC=C(C=C1)N1C(CN(CC1)C)=O)F